n-pentenealdehyde C(C=CCC)=O